FC1=C(C=CC(=C1)F)S(=O)(=O)NC=1C(=NC=C(C1)C=1C=C2C(=NC=NC2=CC1)N1CCC2(CC=CC2=O)CC1)OC 2,4-difluoro-N-(2-methoxy-5-(4-(1-oxo-8-azaspiro[4.5]dec-2-en-8-yl)quinazolin-6-yl)pyridin-3-yl)benzenesulfonamide